[4-[2-(dimethylamino)ethoxy]phenyl](4-hydroxyphenyl)methanone CN(CCOC1=CC=C(C=C1)C(=O)C1=CC=C(C=C1)O)C